NC=1C=C(C=C(C1)C(F)(F)F)[C@@H](C)NC1=NC(=NC2=CC3=C(C=C12)C(C(N3C)=O)(C)OC)C 4-(((R)-1-(3-amino-5-(trifluoromethyl)phenyl)ethyl)amino)-6-methoxy-2,6,8-trimethyl-6,8-dihydro-7H-pyrrolo[3,2-g]quinazolin-7-one